6-(Difluoromethyl)-4-(3-(5-fluoropyridin-3-yl)-1-methyl-1H-pyrazol-4-yl)-1-((2-(trimethylsilyl)ethoxy)methyl)-1H-pyrazolo[3,4-b]pyridine FC(C1=CC(=C2C(=N1)N(N=C2)COCC[Si](C)(C)C)C=2C(=NN(C2)C)C=2C=NC=C(C2)F)F